ClC=1C=C(C=CC1F)NC1=NC=NC2=CC(=C(C=C12)NC(\C=C\CN1CCC(CC1)NCCCC#CC1=C2CN(C(C2=CC=C1)=O)C1C(NC(CC1)=O)=O)=O)OC (E)-N-(4-((3-chloro-4-fluorophenyl)amino)-7-methoxyquinazolin-6-yl)-4-(4-((5-(2-(2,6-dioxopiperidin-3-yl)-1-oxoisoindolin-4-yl)pent-4-yn-1-yl)amino)piperidin-1-yl)but-2-enamide